lithium iron phosphate manganate [Mn](=O)(=O)([O-])[O-].P(=O)([O-])(O)O.[Fe+2].[Li+]